2-(2-chlorophenyl)-N-[4-(5-cyclopropyl-1,2,4-oxadiazol-3-yl)-3-sulfamoylphenyl]Acetamide ClC1=C(C=CC=C1)CC(=O)NC1=CC(=C(C=C1)C1=NOC(=N1)C1CC1)S(N)(=O)=O